O=CC(C)=C methacrolein